N[C@H]1[C@@H](CN(CC1)C(=O)OC(C)(C)C)O tert-butyl (3R,4R)-4-amino-3-hydroxypiperidine-1-carboxylate